fluorotetramethylene sulfone FC1CCCS1(=O)=O